Propionyl-Coenzyme A Tert-butyl-7-oxa-3-azabicyclo[4.1.0]heptane-3-carboxylate C(C)(C)(C)C12CN(CCC2O1)C(=O)O.C(CC)(=O)SCCNC(CCNC([C@@H](C(COP(OP(OC[C@@H]1[C@H]([C@H]([C@@H](O1)N1C=NC=2C(N)=NC=NC12)O)OP(=O)(O)O)(=O)O)(=O)O)(C)C)O)=O)=O